FC(C(=O)O)(F)F.N1=CC=C(C=C1)CC(=O)N[C@@H](C)C(=O)N[C@@H](CC(N)=O)C(=O)O N-(pyridin-4-ylacetyl)-L-alanyl-L-asparagine trifluoroacetate salt